3-methyl-1,2-phenylene bis(diethylcarbamate) C(C)N(C(OC1=C(C(=CC=C1)C)OC(N(CC)CC)=O)=O)CC